FC(C(=C(C(C(C(C(C(C(C(C(F)(F)F)(F)F)(F)F)(F)F)(F)F)(F)F)(F)F)(F)F)F)F)(O)F perfluoro-2-undecen-1-ol